FC=1C(=C(C=C2CCN(CC12)CCCC1=C(C=CC=C1)F)O)N1CC(NS1(=O)=O)=O 5-{8-fluoro-2-[3-(2-fluorophenyl)propyl]-6-hydroxy-1,2,3,4-tetrahydroisoquinolin-7-yl}-1λ6,2,5-thiadiazolidine-1,1,3-trione